2-fluoro-1-(3-(6-methyl-3-(6-(trifluoromethyl)pyridin-3-yl)-1H-pyrazolo[3,4-b]pyridin-1-yl)-azetidin-1-yl)prop-2-en-1-one FC(C(=O)N1CC(C1)N1N=C(C=2C1=NC(=CC2)C)C=2C=NC(=CC2)C(F)(F)F)=C